[O-]CC.CO[Sn+3].[O-]CC.[O-]CC methoxytin ethoxide